FC(CCSC=1N=NC=CC1C(=O)NCC1=CC=C(C=C1)F)(C1=CC=C(C=C1)F)F 3-[[3,3-Difluoro-3-(4-fluorophenyl)-propyl]sulfanyl]-N-[(4-fluorophenyl)-methyl]-pyridazine-4-carboxylic acid amide